1-(difluoromethoxy)-4-iodobenzene FC(OC1=CC=C(C=C1)I)F